N-{(2S,3R,4S)-1-(azetidine-1-carbonyl)-4-fluoro-2-[(2,3',5'-trifluoro[1,1'-biphenyl]-3-yl)methyl]pyrrolidin-3-yl}cyclopropanesulfonamide N1(CCC1)C(=O)N1[C@H]([C@H]([C@H](C1)F)NS(=O)(=O)C1CC1)CC=1C(=C(C=CC1)C1=CC(=CC(=C1)F)F)F